ClC=1C=C(C=CC1F)NC(N([C@H](C)C1=CNC(C2=CC=CC=C12)=O)CCCOC)=O (R)-3-(3-chloro-4-fluorophenyl)-1-(3-methoxypropyl)-1-(1-(1-oxo-1,2-dihydroisoquinolin-4-yl)ethyl)urea